2,6-dioxopiperidine-1-carboxylate O=C1N(C(CCC1)=O)C(=O)[O-]